5-chloro-6-cyclobutyl-2-(4,4-difluoroazepan-1-yl)nicotinic acid methyl ester COC(C1=C(N=C(C(=C1)Cl)C1CCC1)N1CCC(CCC1)(F)F)=O